C(C)(=O)NC1=CSC2=C1N=CN=C2NCC2=CC=C(C=C2)P(OCC)(OCC)=O diethyl 4-[([7-acetamidothieno[3,2-d]pyrimidin-4-yl]amino)methyl]phenyl-phosphonate